4-methyl-1H-indole-2-carboxylic acid CC1=C2C=C(NC2=CC=C1)C(=O)O